N-(5-Chloro-3-fluoro-6-methoxypyridin-2-yl)-1,8-dihydropyrrolo[3,2-g]indole-3-sulfonamide ClC=1C=C(C(=NC1OC)NS(=O)(=O)C1=CNC2=C1C=CC=1C=CNC21)F